C[C@@H]1[C@@H](N(C2CC1C2)C(=O)C2=NN(C=C2C2=NC=CC=N2)C)CNC2=NC=C(C=C2)C(F)(F)F N-{[(3R,4S)-4-Methyl-2-[1-methyl-4-(pyrimidin-2-yl)-1H-pyrazol-3-carbonyl]-2-azabicyclo[3.1.1]heptan-3-yl]methyl}-5-(trifluoromethyl)pyridin-2-amin